4-[(E)-3-[2-Hydroxy-6-[[4-(trifluoromethoxy)phenyl]methoxy]phenyl]-3-oxoprop-1-enyl]benzoic acid OC1=C(C(=CC=C1)OCC1=CC=C(C=C1)OC(F)(F)F)C(/C=C/C1=CC=C(C(=O)O)C=C1)=O